COC=1C=C(C=CC1)NC(=O)N1CCC2(CC1)C(N(C=1C2=C2C(=NC1)NC(=C2C2=CC=CC=C2)C2=CC=C(C=C2)CN2CCC(CC2)S(=O)(=O)C)C)=O N-(3-methoxyphenyl)-6-methyl-2-(4-((4-(methylsulfonyl)piperidin-1-yl)methyl)phenyl)-7-oxo-1-phenyl-6,7-dihydro-3H-spiro[dipyrrolo[2,3-b:3',2'-d]pyridine-8,4'-piperidine]-1'-carboxamide